N-(4-((6-fluoro-1,7-dimethyl-1H-benzo[d][1,2,3]triazol-5-yl)oxy)-3-methylphenyl)-6-(methylsulfinyl)pyrimido[5,4-d]pyrimidin-4-amine FC=1C(=CC2=C(N(N=N2)C)C1C)OC1=C(C=C(C=C1)NC=1C2=C(N=CN1)C=NC(=N2)S(=O)C)C